FC=1C(=C2C(=NC1)NN=C2)C2=C1N(N=C2C2=NC=C(C=C2)F)CCC1 5-Fluoro-4-(2-(5-fluoropyridin-2-yl)-5,6-dihydro-4H-pyrrolo[1,2-b]pyrazol-3-yl)-1H-pyrazolo[3,4-b]pyridine